2-(5-ethynyl-3-pyridyl)-3,6-dihydro-2H-pyridine-1-carboxylic acid tert-butyl ester C(C)(C)(C)OC(=O)N1C(CC=CC1)C=1C=NC=C(C1)C#C